(1S,2R)-1-cyclopentyl-2-dimethylamino-2-phenylethanol C1(CCCC1)[C@@H]([C@@H](C1=CC=CC=C1)N(C)C)O